3-fluoro-5-(1-hydroxyl-(tetrahydro-2H-pyran-4-yl)propyl)benzoic acid FC=1C=C(C(=O)O)C=C(C1)C(CCC1CCOCC1)O